N=1NC(=CC1)C=1C=C(C=CC1)S(=O)(=O)NC1=C(N=CS1)C(=O)O 5-[3-(2H-pyrazol-3-yl)phenylsulfonylamino]-1,3-thiazole-4-carboxylic acid